1-(17-amino-3,6,9,12,15-pentaoxaheptadecan-1-yl)-N-(5-[[(5-tert-butyl-1,3-oxazol-2-yl)methyl]sulfanyl]-1,3-thiazol-2-yl)piperidine-4-carboxamide NCCOCCOCCOCCOCCOCCN1CCC(CC1)C(=O)NC=1SC(=CN1)SCC=1OC(=CN1)C(C)(C)C